N-(phenyl(m-tolyl)methyl)-2-oxo-6-(trifluoromethyl)-1,2-dihydropyridine-3-carboxamide C1(=CC=CC=C1)C(NC(=O)C=1C(NC(=CC1)C(F)(F)F)=O)C=1C=C(C=CC1)C